2-(1-methyl-1H-pyrazol-4-yl)acetic acid CN1N=CC(=C1)CC(=O)O